C(C1=CC=CC=C1)OC1=NC(=NC(=C1)C)C(CF)C 4-(benzyloxy)-2-(1-fluoroprop-2-yl)-6-methylpyrimidine